[Na+].[K+].C(CCCCCCCC)C(C(=O)[O-])C(=O)[O-] 2-nonylmalonic acid potassium sodium salt